(R)-N-(4-cyclobutyl-5-(3,5-difluorophenyl)-1-methyl-1H-pyrazol-3-yl)-2-(2,2,3,3-tetrafluorocyclobutyl)acetamide C1(CCC1)C=1C(=NN(C1C1=CC(=CC(=C1)F)F)C)NC(C[C@H]1C(C(C1)(F)F)(F)F)=O